N1,N1,N1,N6,N6,N6-hexamethyl-hexane-1,6-diaminium C[N+](CCCCCC[N+](C)(C)C)(C)C